C(C)OCOC=1C=C(C#N)C=CC1C1=NN=C(C=2CCCCC12)N[C@H]1CN(CCC1)S(=O)(=O)C (R)-3-(ethoxymethoxy)-4-(4-((1-(methylsulfonyl)piperidin-3-yl)amino)-5,6,7,8-tetrahydrophthalazin-1-yl)benzonitrile